NC=1C(N(C=CC1)CC=1C(OC2=CC(=CC=C2C1C)OC1=NC=CC=C1F)=O)=O 3-amino-1-[[7-[(3-fluoro-2-pyridyl)oxy]-4-methyl-2-oxo-chromen-3-yl]methyl]pyridin-2-one